FC1=CC=C(C=C1)[C@@H]1CC[C@H]2OC3(C(N21)=O)CC(C3)OC=3C=NC=C(C3)F (1r,3R,5'S,7a'R)-5'-(4-fluorophenyl)-3-[(5-fluoropyridin-3-yl)oxy]tetrahydro-3'H-spiro[cyclobutane-1,2'-pyrrolo[2,1-b][1,3]oxazol]-3'-one